(2S,4R)-4-hydroxy-1-(2-methylbenzoyl)-N-(4-(4-methylthiazol-5-yl)benzyl)pyrrolidine-2-carboxamide O[C@@H]1C[C@H](N(C1)C(C1=C(C=CC=C1)C)=O)C(=O)NCC1=CC=C(C=C1)C1=C(N=CS1)C